C(CCC)OC1=CC=C(C=C1)CC(C(=O)O)N1CCN(CCN(CCN(CC1)CC(=O)[O-])CC(=O)[O-])CC(=O)[O-].[Gd+3] Gadolinium 2,2',2''-{10-[2-(4-butoxyphenyl)-1-carboxyethyl]-1,4,7,10-tetraazacyclododecan-1,4,7-triyl}triacetat